trans-4-(3,4-Dihydroisoquinolin-2(1H)-yl)-1-(6-((2-cyclopropylphenyl)amino)pyrimidin-4-yl)piperidine C1N(CCC2=CC=CC=C12)C1CCN(CC1)C1=NC=NC(=C1)NC1=C(C=CC=C1)C1CC1